(2R,3S,4R,5R)-5-{4-aminopyrrolo[2,1-f][1,2,4]triazin-7-yl}-5-cyano-4-hydroxy-2-[(propanoyloxy)methyl]oxolan-3-yl 3-methylbutanoate CC(CC(=O)O[C@@H]1[C@H](O[C@@]([C@@H]1O)(C#N)C1=CC=C2C(=NC=NN21)N)COC(CC)=O)C